(2R)-2-(9H-fluoren-9-ylmethoxycarbonylamino)-3-[(2-methylpropan-2-yl)oxy]propanoic acid C1=CC=CC=2C3=CC=CC=C3C(C12)COC(=O)N[C@@H](C(=O)O)COC(C)(C)C